[Pd](Cl)Cl.C1(=CC=CC=C1)P(C=1[CH-]C=CC1)C1=CC=CC=C1.[C-]1(C=CC=C1)P(C1=CC=CC=C1)C1=CC=CC=C1.[Fe+2] [2,1'-bis(diphenylphosphino)ferrocene] palladium dichloride